F[C@@H]1COCC[C@H]1N1CC2=C(N=CN=C2)C2(C1=O)CN(C2)C 6'-((3S,4R)-3-fluorotetrahydro-2H-pyran-4-yl)-1-methyl-5',6'-dihydro-7'H-spiro[azetidine-3,8'-pyrido[4,3-d]pyrimidin]-7'-one